(S)-1-(9-fluoro-1,3,4,5-tetrahydrobenzo[c]oxazepin-1-yl)-N-methyl-methylamine FC1=CC=CC2=C1N(OCCC2)CNC